OCCCNC(=S)NC1=CC=CC=C1 1-(3-hydroxypropyl)-3-phenylthiourea